3-hydroxy-N-[2-(5-hydroxypent-1-ynyl)thieno[3,2-c]pyridin-4-yl]-4-(1-methylpyrazol-4-yl)-N-[(3R)-3-piperidyl]benzamide OC=1C=C(C(=O)N([C@H]2CNCCC2)C2=NC=CC3=C2C=C(S3)C#CCCCO)C=CC1C=1C=NN(C1)C